CNCC1(CC1)COC=1C=2N(C=C(N1)C=1C=NN(C1)C)N=CC2 N-methyl-1-(1-(((6-(1-methyl-1H-pyrazol-4-yl)pyrazolo[1,5-a]pyrazin-4-yl)oxy)methyl)cyclopropyl)methanamine